5-(4-Chloro-5-(4-(methyl-sulfonyl)piperazin-1-yl)-1H-indazol-1-yl)-2,3-difluoro-phenol ClC1=C2C=NN(C2=CC=C1N1CCN(CC1)S(=O)(=O)C)C=1C=C(C(=C(C1)O)F)F